C12(CCC3=CC=C(C=C13)C(=O)N)CC2 2',3'-dihydrospiro[cyclopropane-1,1'-indene]-6'-carboxamide